CC1(CC(CC1)=O)C 3,3-dimethylcyclopentane-1-one